C(CC(O)(C(=O)[O-])CC(=O)[O-])(=O)[O-].C(C)(C)[NH2+]C1=NC(=NC=C1OC)C1=NC=CC=C1.C(C)(C)[NH2+]C1=NC(=NC=C1OC)C1=NC=CC=C1.C(C)(C)[NH2+]C1=NC(=NC=C1OC)C1=NC=CC=C1 Isopropyl-(5-methoxy-2-pyridin-2-yl-pyrimidin-4-yl)ammonium citrate